NC=1C(=CC(=C(C1)NC1=NC=C(C(=N1)N1CC(C2=NC(=CC=C21)C)(C)C)C(=O)OC(C)C)OC)N(C)CCN(C([2H])([2H])[2H])C([2H])([2H])[2H] isopropyl 2-((5-amino-4-((2-(bis(methyl-d3)amino)ethyl)(methyl)amino)-2-methoxyphenyl)amino)-4-(3,3,5-trimethyl-2,3-dihydro-1H-pyrrolo[3,2-b]pyridin-1-yl)pyrimidine-5-carboxylate